butyl 2-thenoate C1(=CC=CS1)C(=O)OCCCC